NC=1C=CC(=NC1)N1N=C(C(=C1)C1=CN=C(N1C)C(=O)NC1=CC(=C(C=C1)C(=O)N1CC(NCC1)COC)Cl)C(F)(F)F 5-[1-(5-amino-2-pyridyl)-3-(trifluoromethyl)pyrazol-4-yl]-N-[3-chloro-4-[3-(methoxymethyl)piperazine-1-carbonyl]phenyl]-1-methylimidazole-2-carboxamide